methyl 2-((tert-butoxycarbonyl)amino)-3-methoxypropionate C(C)(C)(C)OC(=O)NC(C(=O)OC)COC